C(OCCl)(SCC)=O O-(chloromethyl) S-ethyl thiocarbonate